BrC=1C=C(C=C2C(=CNC12)C=O)OC 7-BROMO-5-METHOXYINDOLE-3-CARBOXALDEHYDE